(3S)-N-[4-(3-cyanophenyl)-5-(2,6-dimethyl-4-pyridyl)thiazol-2-yl]-3-hydroxy-pyrrolidine-1-carboxamide C(#N)C=1C=C(C=CC1)C=1N=C(SC1C1=CC(=NC(=C1)C)C)NC(=O)N1C[C@H](CC1)O